2-(o-chlorophenyl)-4,5-dimethoxybenzophenone ClC1=C(C=CC=C1)C1=C(C(=O)C2=CC=CC=C2)C=C(C(=C1)OC)OC